C(C)(C)(C)C1N2C(C3=CC(=CC=C3C1)OC)=CC(C(=C2)C(=O)O)=O 6-tert-butyl-10-methoxy-2-oxo-6,7-dihydro-2H-pyrido[2,1-a]Isoquinoline-3-carboxylic acid